(2S,3S,4R,5R)-5-(6-(((4-Bromopyridin-2-yl)methyl)amino)-2-(5-chloropyridin-3-yl)-9H-purine-9-yl)-3,4-dihydroxy-N-(methyl-d3)-tetrahydrofuran-2-carboxamide BrC1=CC(=NC=C1)CNC1=C2N=CN(C2=NC(=N1)C=1C=NC=C(C1)Cl)[C@H]1[C@@H]([C@@H]([C@H](O1)C(=O)NC([2H])([2H])[2H])O)O